NC1=NN2C(C=C(C=C2)C=2C(=C(C(=O)NCCC(C)(O)C3=CC=C(C=C3)Cl)C(=CC2)C)F)=N1 3-(2-amino-[1,2,4]-triazolo[1,5-a]-pyridin-7-yl)-N-(3-(4-chlorophenyl)-3-hydroxybutyl)-2-fluoro-6-methyl-benzamide